BrC1=C(C=O)C=CC=C1NC(C)C=1C=C(C=C2C(C(=C(OC12)N1CCC(CC1)(C)C)C)=O)C 2-bromo-3-[1-[2-(4,4-dimethyl-1-piperidyl)-3,6-dimethyl-4-oxo-chromen-8-yl]ethylamino]benzaldehyde